S-(4-cyanophenyl) ethanethioate C(C)(SC1=CC=C(C=C1)C#N)=O